methyl 3,5-difluoro-4-[3-[3-[[(methoxycarbonyl)amino]methyl]-4-methyl-phenyl]-1H-pyrazol-1-yl]benzoate FC=1C=C(C(=O)OC)C=C(C1N1N=C(C=C1)C1=CC(=C(C=C1)C)CNC(=O)OC)F